C1(=CC=CC=C1)N1C[C@H](CC1)CNC(OC(C)(C)C)=O (R)-tert-butyl ((1-phenylpyrrolidin-3-yl)methyl)carbamate